(R)-ethyl 3,4-diphenylbutyrate C1(=CC=CC=C1)[C@@H](CC(=O)OCC)CC1=CC=CC=C1